OC=1C(=C(C=NC1)C=1C=NC(=CC1)C(F)(F)F)C 5-hydroxy-4-methyl-6'-(trifluoromethyl)-[3,3'-bipyridine]